C(C)[C@](C(=O)O)(O)C1=CC=CC=C1.C([C@@H](O)C1=CC=CC=C1)(=O)OCC (S)-(+)-ethyl mandelate (Ethyl (S)-(+)-mandelate)